1-(4-(3-amino-4-bromo-1H-pyrazolo[4,3-c]pyridin-6-yl)piperidin-1-yl)-2-methylpropan-1-one NC1=NNC2=C1C(=NC(=C2)C2CCN(CC2)C(C(C)C)=O)Br